ClC=1N=C(C2=C(N1)NC(=C2)C)NCC2CC2 2-chloro-N-(cyclopropylmethyl)-6-methyl-7H-pyrrolo[2,3-d]pyrimidin-4-amine